N-(4-(piperidin-4-ylmethoxy)pyridin-3-yl)-2-(2,6-difluorophenyl)thiazole-4-carboxamide N1CCC(CC1)COC1=C(C=NC=C1)NC(=O)C=1N=C(SC1)C1=C(C=CC=C1F)F